CC1(OCCN(C1)C=1C=CC=2N(N1)C(=CN2)C#CC=2C=NC=C(C(=O)NC1=CC(=C(C=C1)CN1CCN(CC1)C)C(F)(F)F)C2)C 5-((6-(2,2-Dimethylmorpholino)imidazo[1,2-b]pyridazin-3-yl)ethynyl)-N-(4-((4-methylpiperazin-1-yl)methyl)-3-(trifluoromethyl)phenyl)nicotinamide